COC1=C(NCC#CC=2N=C3N(C=CC=C3[C@H]3N[C@@H]4CN(C[C@H]3C4)C)C2CC(F)(F)F)C=CC(=C1)S(=O)(=O)C 2-methoxy-N-(3-(8-((1R,5S,7S)-3-methyl-3,6-diazabicyclo[3.2.1]octan-7-yl)-3-(2,2,2-trifluoroethyl)imidazo[1,2-a]pyridin-2-yl)prop-2-yn-1-yl)-4-(methylsulfonyl)aniline